2,6-diformyl-4-tertiary butyl-phenol C(=O)C1=C(C(=CC(=C1)C(C)(C)C)C=O)O